CC1=NC2=CC=CC(=C2C(N1[C@@H]1C(NC(CC1)=O)=O)=O)OCCCCCCCN[C@@H]1[C@@]2(CC[C@H](C1)C2(C)C)C (S)-3-(2-methyl-4-oxo-5-((7-(((1R,2S,4R)-1,7,7-trimethylbicyclo[2.2.1]heptan-2-yl)amino)heptyl)oxy)quinazolin-3(4H)-yl)piperidine-2,6-dione